BrC(C(=O)NC1CCCCCC1)(F)F 2-bromo-N-cycloheptyl-2,2-difluoroacetamide